3-[5-(4-amino-6,7-dimethoxyquinazolin-2-yl)-1-oxo-2,3-dihydro-1H-isoindol-2-yl]piperidine-2,6-dione NC1=NC(=NC2=CC(=C(C=C12)OC)OC)C=1C=C2CN(C(C2=CC1)=O)C1C(NC(CC1)=O)=O